C(CCCCCCC\C=C/CCCCCCCC)(=O)O.O=C1C(O)=C(O)[C@H](O1)[C@@H](O)CO L-ascorbic acid oleate